NC1=C(C=CC(=C1F)NCC1=CC=C(C=C1)C(F)(F)F)NC([C@H]([C@H](CCCCCC)F)F)=O (2R,3S)-N-(2-Amino-3-fluoro-4-((4-(trifluoromethyl)benzyl)amino)phenyl)-2,3-difluorononanamid